N[C@@H]1CN(CC1)C(=O)N1CC(C1)C1=CC=C(C=C1)C1=C(C=C(C=C1)Cl)S(=O)(=O)C [(3S)-3-Aminopyrrolidin-1-yl]-[3-[4-(4-chloro-2-methylsulfonyl-phenyl)phenyl]azetidin-1-yl]methanone